CC1=C(C1)C(=O)O 2-methylcyclopropenecarboxylic acid